methyl 3-[(4-bromo-3-methyl-2-nitrophenyl)sulfanyl]isonicotinate BrC1=C(C(=C(C=C1)SC1=C(C(=O)OC)C=CN=C1)[N+](=O)[O-])C